di-propyleneglycol methyl ether COC(C)COC(C)CO